BrC=1C=C(C(=NC1)C#N)NC(CC)=O N-(5-bromo-2-cyanopyridin-3-yl)propanamide